ethyl 3-[1-[4-(benzyloxy)butyl]-4-methyl-1H-benzotriazol-5-yl]-3-[3-(hydroxymethyl)-4,5-dimethoxyphenyl]propanoate C(C1=CC=CC=C1)OCCCCN1N=NC2=C1C=CC(=C2C)C(CC(=O)OCC)C2=CC(=C(C(=C2)OC)OC)CO